4-[5-(4-bromophenyl)-1-[2-(trifluoromethyl)phenyl]pyrrol-2-yl]-3-chloro-N-[2-(dimethylamino)ethyl]benzamide BrC1=CC=C(C=C1)C1=CC=C(N1C1=C(C=CC=C1)C(F)(F)F)C1=C(C=C(C(=O)NCCN(C)C)C=C1)Cl